7-chloro-N-(3-methoxy-2,6-dimethylphenyl)-5-methylquinolin-8-amine ClC1=CC(=C2C=CC=NC2=C1NC1=C(C(=CC=C1C)OC)C)C